Octyl undecyl carbonate C(OCCCCCCCC)(OCCCCCCCCCCC)=O